CCCCCC(C=C)=O methyl-6-hepten-5-one